F[C@@H]1CN(CC1)C1=NC=CC(=C1C1=NC2=C(N1)C=CC=C2)C2=CC=CC=C2 (S)-2-(2-(3-fluoropyrrolidin-1-yl)-4-phenylpyridin-3-yl)-1H-benzo[d]imidazole